3-(4-(4-butylbenzyl)oxazol-2-yl)-2-(diethoxyphosphoryl)propanoic acid C(CCC)C1=CC=C(CC=2N=C(OC2)CC(C(=O)O)P(=O)(OCC)OCC)C=C1